[O].[N].N1=CC=CC=C1 pyridine mononitrogen oxygen